O[C@H]1C(N(CC1)CC=1SC(=CC1)C(CSC=1C2=C(N=C(N1)C(F)(F)F)N=CC=C2)=O)=O (R)-3-hydroxy-1-((5-(2-((2-(trifluoromethyl)pyrido[2,3-d]pyrimidin-4-yl)thio)acetyl)thiophen-2-yl)methyl)pyrrolidin-2-one